tert-Butyl 3-(5-(1-methoxycyclopropyl)-7-(thiazol-2-yl)-4-(trifluoromethoxy)benzo[d]oxazol-2-yl)-3,6-diazabicyclo[3.1.1]heptane-6-carboxylate COC1(CC1)C=1C=C(C2=C(N=C(O2)N2CC3N(C(C2)C3)C(=O)OC(C)(C)C)C1OC(F)(F)F)C=1SC=CN1